FC1=C2C(=CN=C1N1CCN(CC1)CC#N)NC(=C2C(C)C)C=2C=C(C=1N(C2)N=CN1)OC 2-(4-(4-fluoro-3-isopropyl-2-(8-methoxy-[1,2,4]triazolo[1,5-a]pyridin-6-yl)-1H-pyrrolo[2,3-c]pyridin-5-yl)piperazin-1-yl)acetonitrile